C(=C/C1=CC2=C(N=C(S2)C(CCC(=O)O)=O)C=C1)/C1=CC2=C(N=C(S2)C(CCC(=O)O)=O)C=C1 (Z)-4,4'-(ethene-1,2-diylbis(benzo[d]thiazole-6,2-diyl))bis(4-oxobutanoic acid)